NC1=NN2C(N=CC=C2)=C1C(=O)N[C@H](C)C=1N(C(C=2C(=CC=C3C2C1CC3)C#CC=3C=NN(C3)C)=O)C3=CC=CC=C3 (R)-2-amino-N-(1-(8-((1-methyl-1H-pyrazol-4-yl)ethynyl)-1-oxo-2-phenyl-1,2,4,5-tetrahydrocyclopenta[de]isoquinolin-3-yl)ethyl)pyrazolo[1,5-a]pyrimidine-3-carboxamide